ClC1=NN(C(=C1[N+](=O)[O-])C1=C(C=CC(=C1)N1CCOCC1)NC(OC(C)(C)C)=O)CC1=CC=C(C=C1)OC tert-butyl (2-(3-chloro-1-(4-methoxybenzyl)-4-nitro-1H-pyrazol-5-yl)-4-morpholinophenyl)carbamate